NC=1C2=C(N=CN1)N(C=C2)C2=CC=C(CNC(=O)C=1OC(=CN1)CC1=CC=CC=C1)C=C2 N-(4-(4-Amino-7H-pyrrolo[2,3-d]pyrimidin-7-yl)benzyl)-5-benzyloxazole-2-carboxamide